CC1CC(C1)(C1=NN=CN1C)C=1C=C(C=CC1)NC(=O)C=1C(N(C=C(C1)CNC(C)C(C)C)CC(F)(F)F)=O N-(3-((1s,3s)-3-methyl-1-(4-methyl-4H-1,2,4-triazol-3-yl)cyclobutyl)phenyl)-5-(((3-methylbutan-2-yl)amino)methyl)-2-oxo-1-(2,2,2-trifluoroethyl)-1,2-dihydropyridine-3-carboxamide